(Z)-(6-(2-chloro-3'-(2-fluoro-2-(4-(hydroxymethyl)-3-methoxyphenyl)vinyl)-2'-methyl-[1,1'-biphenyl]-3-yl)-2-methoxy-4-methylpyridin-3-yl)methanol ClC1=C(C=CC=C1C1=CC(=C(C(=N1)OC)CO)C)C1=C(C(=CC=C1)\C=C(\C1=CC(=C(C=C1)CO)OC)/F)C